3-(2-(methoxycarbonyl)benzyl)-2-oxo-2,3-dihydro-1H-benzo[d]imidazole-1-carboxylic acid tert-butyl ester C(C)(C)(C)OC(=O)N1C(N(C2=C1C=CC=C2)CC2=C(C=CC=C2)C(=O)OC)=O